(1R,2S,5R)-N-(4-methoxyphenyl)-p-menthanecarboxamide COC1=CC=C(C=C1)NC(=O)C1C[C@@H](CCC1C(C)C)C